2,6-bis(3,6-di-tert-butyl-9H-carbazol-9-yl)pyridine C(C)(C)(C)C=1C=CC=2N(C3=CC=C(C=C3C2C1)C(C)(C)C)C1=NC(=CC=C1)N1C2=CC=C(C=C2C=2C=C(C=CC12)C(C)(C)C)C(C)(C)C